N-(4-(6-(((3aR,5s,6aS)-2-(benzo[d][1,3]dioxol-5-ylmethyl)octahydrocyclopenta[c]pyrrol-5-yl)amino)pyridazin-3-yl)phenyl)acetamide O1COC2=C1C=CC(=C2)CN2C[C@@H]1[C@H](C2)CC(C1)NC1=CC=C(N=N1)C1=CC=C(C=C1)NC(C)=O